COC(=O)C=1N=NC(=CC1NC1=CC=C(C=C1)SC)C1=C(C=CC=C1F)F 6-(2,6-difluorophenyl)-4-((4-(methylthio)phenyl)amino)pyridazine-3-carboxylic acid methyl ester